2-(3-{[(2RS)-1-(ethenesulfonyl)-2-methylazetidin-2-yl]methoxy}pyridin-4-yl)-3-[3-(trifluoromethyl)phenyl]-1H-pyrrolo[3,2-b]pyridine C(=C)S(=O)(=O)N1[C@@](CC1)(C)COC=1C=NC=CC1C1=C(C2=NC=CC=C2N1)C1=CC(=CC=C1)C(F)(F)F |r|